C(C1=CC=CC=C1)C1=CN=CN1 5-BENZYLIMIDAZOLE